(2S,3R)-1-(4,6-bis(trifluoromethyl)-pyridin-2-yl)-N-(4-fluorophenyl)-3-hydroxy-N-methylpyrrolidine-2-carboxamide FC(C1=CC(=NC(=C1)C(F)(F)F)N1[C@@H]([C@@H](CC1)O)C(=O)N(C)C1=CC=C(C=C1)F)(F)F